5-(Menthylcarbonyloxy)decanoic acid C1(CC(C(CC1)C(C)C)C(=O)OC(CCCC(=O)O)CCCCC)C